FC(CN1N=CC=2C1=NC(=CN2)N2CC(CCC2)C2=NN=C(S2)C2=NC(=CC=C2)C(F)(F)F)F 2-(5-{1-[1-(2,2-difluoroethyl)pyrazolo[3,4-b]pyrazin-6-yl]piperidin-3-yl}-1,3,4-thiadiazol-2-yl)-6-(trifluoromethyl)pyridine